N-(6-[6-chloro-4-[4-(prop-2-enoyl)piperazin-1-yl]quinazolin-7-yl]-5-methylpyridin-2-yl)acetamide ClC=1C=C2C(=NC=NC2=CC1C1=C(C=CC(=N1)NC(C)=O)C)N1CCN(CC1)C(C=C)=O